(8-methyl-1,3,4,5-tetrahydropyrido[4,3-b]indol-2-yl)-[5-(trifluoromethyl)-2-furyl]methanone CC1=CC=2C3=C(NC2C=C1)CCN(C3)C(=O)C=3OC(=CC3)C(F)(F)F